FC1=NC=C(C=C1C1=NC(=C(C(=C1)N(C)CC1(CCC1)COC)N)N)C(F)(F)F 2'-Fluoro-N4-{[1-(methoxymethyl)cyclobutyl]methyl}-N4-methyl-5'-(trifluoromethyl)[2,3'-bipyridin]-4,5,6-triamine